Natrium peroxyborat B([O-])([O-])O[O-].[Na+].[Na+].[Na+]